C(C)C1=NC(=NO1)C=1C=C2CC[C@H](C2=CC1)NC(=O)C=1N=C(OC1)COC (R)-N-(5-(5-ethyl-1,2,4-oxadiazol-3-yl)-2,3-dihydro-1H-inden-1-yl)-2-(methoxymethyl)oxazole-4-carboxamide